ClC1=C(C=CC(=C1)N1CCC(CC1)CO)C1=NC=2C=CC3=C(C2C=C1)C1=C(S3)C(N[C@@H](CN1)C)=O (R)-3-(2-chloro-4-(4-(hydroxymethyl)piperidin-1-yl)phenyl)-10-methyl-9,10,11,12-tetrahydro-8H-[1,4]diazepino[5',6':4,5]thieno[3,2-f]quinolin-8-one